4-[1-(3,5-di-tert-butylphenyl)ethenyl]benzonitrile C(C)(C)(C)C=1C=C(C=C(C1)C(C)(C)C)C(=C)C1=CC=C(C#N)C=C1